8-benzyloxy-2H-1,4-benzoxazine-3(4H)-one C(C1=CC=CC=C1)OC1=CC=CC=2NC(COC21)=O